6-bromohexanoyl-phenylalanine methyl ester COC([C@@H](NC(CCCCCBr)=O)CC1=CC=CC=C1)=O